ethyl 3-(dimethylamino)-1-methyl-1H-pyrazole-5-carboxylate CN(C1=NN(C(=C1)C(=O)OCC)C)C